CC1=C(C=C(OC2=NC=C(C=N2)N2C(NC=3C2=NC=CC3)=O)C=C1)OC(F)(F)F 3-[2-[4-methyl-3-(trifluoromethoxy)phenoxy]pyrimidin-5-yl]-1H-imidazo[4,5-b]pyridin-2-one